OCCN1C(C(=C(C(=C1)C1=CC=CC=C1)C=1C2=C(C(N(C1)C)=O)N(C(=C2)C=2C=NN(C2)C(F)(F)F)S(=O)(=O)C2=CC=C(C)C=C2)C(F)(F)F)=O 4-(1-(2-hydroxyethyl)-2-oxo-5-phenyl-3-(trifluoromethyl)-1,2-dihydropyridin-4-yl)-6-methyl-1-tosyl-2-(1-(trifluoromethyl)-1H-pyrazol-4-yl)-1,6-dihydro-7H-pyrrolo[2,3-c]pyridin-7-one